BrCCCN(C(OC(C)(C)C)=O)C tert-butyl N-(3-bromopropyl)-N-methyl-carbamate